2-[[(1R)-1-(3,6-dimethyl-4-oxo-2-phenyl-benzopyran-8-yl)ethyl]amino]benzaldehyde CC1=C(OC2=C(C1=O)C=C(C=C2[C@@H](C)NC2=C(C=O)C=CC=C2)C)C2=CC=CC=C2